3-[4-[(E)-3-oxo-3-(4-piperazin-1-ylphenyl)prop-1-enyl]phenyl]prop-2-enamide O=C(/C=C/C1=CC=C(C=C1)C=CC(=O)N)C1=CC=C(C=C1)N1CCNCC1